ClC1=CC=C(C=N1)S(=O)(=O)N1CC(CCC1)C(=O)N1CCN(CC1)C1=CC=NC2=CC(=CC=C12)F (1-((6-Chloropyridin-3-yl)sulfonyl)piperidin-3-yl)(4-(7-fluoroquinolin-4-yl)piperazin-1-yl)methanone